C=C1C2C=CC(C1C)C2 5-methylene-6-methylnorbornene